N-(4,4-difluoro-1-hydroxy-2-methylbutan-2-yl)-2-methyl-5-[(pyridin-2-yl)methoxy]-2H-indazole-3-carboxamide FC(CC(CO)(C)NC(=O)C=1N(N=C2C=CC(=CC12)OCC1=NC=CC=C1)C)F